S(C)(=O)(=O)O.S1C=CC=2[C@@H](OCC3(C21)CC3)CNC (R)-1-(4'H,6'H-spiro[cyclopropane-1,7'-thieno[3,2-c]pyran]-4'-yl)-N-methyl-methylamine mesylate salt